Cl.COC(=O)C1=CC2=C(OC[C@@H](C(N2C)=O)N)C=C1 (S)-3-amino-5-methyl-4-oxo-2,3,4,5-tetrahydrobenzo[b][1,4]oxazepine-7-carboxylic acid methyl ester hydrochloride